(S)-N-(pyrazinylformyl)-3-(4-trifluoromethyl-phenyl)propionamido-D-leucine borate B(O)(O)O.N1=C(C=NC=C1)C(=O)N([C@@H](CC(C)C)C(=O)O)NC(CCC1=CC=C(C=C1)C(F)(F)F)=O